OCC(CC#CC)OCCN(C(OCC1C2=CC=CC=C2C=2C=CC=CC12)=O)C (9H-fluoren-9-yl)methyl N-{2-[(1-hydroxyhex-4-yn-2-yl)oxy]ethyl}-N-methylcarbamate